3-((3-(2-fluorophenyl)-5-methyl-5,6-dihydropyrrolo[3,4-c]pyrazol-2(4H)-yl)methyl)aniline FC1=C(C=CC=C1)C1=C2C(=NN1CC=1C=C(N)C=CC1)CN(C2)C